C(C\C=C\CCCCC)(C(=O)O)C(=O)O trans-3-nonene-1,1-dicarboxylic acid